(1R,2R,3S)-N-[3-fluoro-4-({6-(methyloxy)-7-[(3-morpholin-4-ylpropyl)oxy]quinolin-4-yl}oxy)phenyl]-N'-(4-fluorophenyl)-2,3-dimethylcyclopropane-1,1-dicarboxamide FC=1C=C(C=CC1OC1=CC=NC2=CC(=C(C=C12)OC)OCCCN1CCOCC1)NC(=O)C1([C@@H]([C@@H]1C)C)C(=O)NC1=CC=C(C=C1)F